N[C@H]1CN(CCC1)C(=O)C=1C=C2OCCN3C(=NC(C1)=C32)C=3N(C2=C(C=CC=C2C3)Cl)CC3CCC3 (R)-(3-Aminopiperidin-1-yl)(2-(7-chloro-1-(cyclobutylmethyl)-1H-indol-2-yl)-3,4-dihydro-5-oxa-1,2a-diazaacenaphthylen-7-yl)methanon